rac-3-bromo-5-phenyladamantane-1-carboxylic acid BrC12CC3(CC(CC(C1)(C3)C3=CC=CC=C3)C2)C(=O)O